N1=CN=C(C2=C1NC=C2)NC2=CC=C(C=C2)C(=O)C2=CC=CC=C2 (4-((7H-pyrrolo[2,3-d]pyrimidin-4-yl)amino)phenyl)(phenyl)methanone